FC1=CC=C(C=C1)[C@H]1C[C@@H](CO1)C1=NOC(=N1)CN1C=NN2C(C1=O)=C(C=N2)C 3-((3-((3R,5R)-5-(4-fluorophenyl)tetrahydro-furan-3-yl)-1,2,4-oxadiazol-5-yl)methyl)-5-methylpyrazolo[5,1-f][1,2,4]triazin-4(3H)-one